N-((5S,6R)-6-((4-bromo-2-(methylcarbamoyl)-6-nitrophenyl)amino)spiro[2.5]oct-5-yl)-2-oxo-1,2-dihydroquinoline-4-carboxamide BrC1=CC(=C(C(=C1)[N+](=O)[O-])N[C@H]1[C@H](CC2(CC2)CC1)NC(=O)C1=CC(NC2=CC=CC=C12)=O)C(NC)=O